2,5-dimethylphenyl-acetamide CC1=C(C=C(C=C1)C)CC(=O)N